FC1(CN(CCO1)C(=O)OC(C)(C)C)F tert-butyl 2,2-difluoromorpholine-4-carboxylate